[(4S,5R)-5-fluoro-1-[3-(trifluoromethoxy)propyl]-3-(trifluoromethyl)-4,5,6,7-tetrahydroindazol-4-yl] benzoate C(C1=CC=CC=C1)(=O)O[C@H]1C=2C(=NN(C2CC[C@H]1F)CCCOC(F)(F)F)C(F)(F)F